CC=1N=C2C=3C=C(C=NC3C=CN2C1C(=O)OC)C=1C=NN(C1)C1CCOCC1 Methyl 2-methyl-9-(1-(tetrahydro-2H-pyran-4-yl)-1H-pyrazol-4-yl)imidazo[2,1-f][1,6]naphthyridine-3-carboxylate